(2R)-4-Methoxy-1-(pyridin-2-yl)butan-2-amine hydrochloride Cl.COCC[C@@H](CC1=NC=CC=C1)N